3-Amino-N-(5-(3-fluoro-5-(((1S)-3-(trifluoromethoxy)cyclopentyl)oxy)phenyl)-4-(4-(trifluoromethyl)phenyl)thiazol-2-yl)benzenesulfonamide NC=1C=C(C=CC1)S(=O)(=O)NC=1SC(=C(N1)C1=CC=C(C=C1)C(F)(F)F)C1=CC(=CC(=C1)O[C@@H]1CC(CC1)OC(F)(F)F)F